3-(N,N-dimethylaminoethyl)-pyrrolo[2,3-c]pyridine CN(C)CCC1=CNC2=CN=CC=C21